C(C)OC(CC(C(=O)OCC)C1=CC(=CC=C1)OCC(C)C)=O 3-isobutoxybenzenesuccinic acid diethyl ester